NC=1C(=NC=C(N1)N1CCC(CC1)(C)N)SC=1C(=C(C=CC1)NCC=1C=C(C=CC1)NC1C(NC(CC1)=O)=O)Cl 3-((3-(((3-((3-amino-5-(4-amino-4-methylpiperidin-1-yl)pyrazin-2-yl)thio)-2-chlorophenyl)amino)methyl)phenyl)amino)piperidine-2,6-dione